OCC1=CN=C2C=C(C(NC2=C1)=O)C1OCCC1 7-(hydroxymethyl)-3-(oxolan-2-yl)-1H-1,5-naphthyridin-2-one